C(C1=CC=CC=C1)OC=1C(=C2C=C(C=NC2=CC1)N[C@@H]1C[C@H](N(CC1)C(=O)OC(C)(C)C)C(NCC(CO)F)=O)O tert-Butyl (2S,4S)-4-((6-(benzyloxy)-5-hydroxyquinolin-3-yl)amino)-2-((2-fluoro-3-hydroxypropyl)carbamoyl)piperidine-1-carboxylate